FC(C(=O)O)(F)F.CN1C(N(C2=C1C=C(C=C2)N2CCN(CC2)C2CN(C2)C2CCNCC2)C2C(NC(CC2)=O)=O)=O 3-(3-Methyl-2-oxo-5-(4-(1-(piperidin-4-yl)azetidin-3-yl)piperazin-1-yl)-2,3-dihydro-1H-benzo[d]imidazol-1-yl)piperidine-2,6-dione trifluoroacetate